FC(C=1C(=C2N(N1)CCN2)C(=O)N[C@@H](C)C2=CC=C(C(=O)OC)C=C2)(F)F methyl (S)-4-(1-(6-(trifluoromethyl)-2,3-dihydro-1H-imidazo[1,2-b]pyrazole-7-carboxamido)ethyl)benzoate